C[C@H]1N(CC1=O)C(=O)OCC1=CC=CC=C1 benzyl (R)-2-methyl-3-oxoazetidine-1-carboxylate